[N+](=O)([O-])C1=CC=C(C=C1)C(C1C(CCCC1)=O)NC1=CC=CC=C1 2-((4-nitrophenyl)(phenylamino)methyl)cyclohexane-1-one